2,4-dichloro-4-phenyl-1,3,5-triazine ClC1=NC=NC(N1)(C1=CC=CC=C1)Cl